ClC=1C=C2C(=NC(=NC2=C(C1C1=C(C=CC=C1O)F)F)OCC=1OC=CN1)N1CCN(CC1)C(C=C)=O 1-(4-(6-chloro-8-fluoro-7-(2-fluoro-6-hydroxyphenyl)-2-(oxazol-2-ylmethoxy)quinazolin-4-yl)piperazin-1-yl)prop-2-en-1-one